CC(CN(C(CCC1=CC=CC=C1)=O)C1=CC=CC=C1)=C N-(2-methylallyl)-N,3-diphenylpropionamide